FC1=C(C(=CC=C1)F)C1=NCC2=NN=C(N2C=2SC=3CC(CC3C12)CO)C=1N=NC=CC1 [9-(2,6-difluorophenyl)-3-pyridazin-3-yl-16-thia-2,4,5,8-tetrazatetracyclo[8.6.0.02,6.011,15]hexadeca-1(10),3,5,8,11(15)-pentaen-13-yl]methanol